N-(5-(4-(azetidine-1-carbonyl)-3-methylphenyl)thiazolo[5,4-b]pyridin-2-yl)-4-(5-cyano-2-methoxyphenyl)-6-methylnicotinamide N1(CCC1)C(=O)C1=C(C=C(C=C1)C1=CC=C2C(=N1)SC(=N2)NC(C2=CN=C(C=C2C2=C(C=CC(=C2)C#N)OC)C)=O)C